((2R,3R,4R,5R)-5-(6-benzoylamino-9H-purin-9-yl)-2-((bis(4-methoxyphenyl) (phenyl) methoxy) methyl)-4-fluorotetrahydrofuran-3-yl) (2-cyanoethyl) diisopropylphosphoramidite C(C)(C)N(P(O[C@@H]1[C@H](O[C@H]([C@@H]1F)N1C2=NC=NC(=C2N=C1)NC(C1=CC=CC=C1)=O)COC(C1=CC=CC=C1)(C1=CC=C(C=C1)OC)C1=CC=C(C=C1)OC)OCCC#N)C(C)C